COC(=O)C1=C(N=CN(C1=O)C1=C(C=C(C=C1C)C(F)F)Cl)N.NCO[Si](OC)(OC)C1CC1 aminocyclopropyl-trimethoxysilane racemic-methyl-4-amino-1-(2-chloro-4-(difluoromethyl)-6-methylphenyl)-6-oxo-1,6-dihydropyrimidine-5-carboxylate